N-{(5R)-8-Chloro-1-[trans-4-(pyridin-2-yloxy)cyclohexyl]-5,6-dihydro-4H-[1,2,4]triazolo[4,3-a][1]benzazepin-5-yl}acetamid ClC=1C=CC2=C(C[C@H](CC=3N2C(=NN3)[C@@H]3CC[C@H](CC3)OC3=NC=CC=C3)NC(C)=O)C1